2,2-bis-(3,5-dichloro-4-hydroxyphenyl)-propane ClC=1C=C(C=C(C1O)Cl)C(C)(C)C1=CC(=C(C(=C1)Cl)O)Cl